(isopropylamino)thieno[2,3-b]Pyridine-5-carboxylic acid ethyl ester C(C)OC(=O)C=1C=C2C(=NC1)SC(=C2)NC(C)C